5-bromo-1-(2,2,3,3,3-pentafluoropropyl)pyrazolo[3,4-c]pyridine BrC=1C=C2C(=CN1)N(N=C2)CC(C(F)(F)F)(F)F